di-(isopropyl)phenyl phosphate P(=O)(OC1=C(C(=CC=C1)C(C)C)C(C)C)([O-])[O-]